methyl 6,9-octadecadienoate C(CCCCC=CCC=CCCCCCCCC)(=O)OC